CN1N=CC(=C1C1=CC(=NC=C1F)N1CCNCC1)C 1-(4-(1,4-dimethyl-1H-pyrazol-5-yl)-5-fluoropyridin-2-yl)piperazine